8-[1-(2,2-difluoroethyl)-1H-pyrazolo[3,4-b]pyrazin-6-yl]-2-[(5-fluoropyridin-3-yl)methyl]-2,8-diazaspiro[4.5]decan-1-one FC(CN1N=CC=2C1=NC(=CN2)N2CCC1(CCN(C1=O)CC=1C=NC=C(C1)F)CC2)F